(3R)-3-ethyl-3-[5-[2-[4-(trifluoromethyl)anilino]-3-pyridyl]-1,3,4-oxadiazol-2-yl]pyrrolidin-2-one C(C)[C@]1(C(NCC1)=O)C=1OC(=NN1)C=1C(=NC=CC1)NC1=CC=C(C=C1)C(F)(F)F